3-(4-(4-((1-amino-3,3-difluoropiperidin-4-yl)methyl)piperazin-1-yl)-3-fluorophenyl)piperidine NN1CC(C(CC1)CN1CCN(CC1)C1=C(C=C(C=C1)C1CNCCC1)F)(F)F